1-(5-(((S)-7-fluoro-2-(hydroxymethyl)-2,3-dihydrobenzo[b][1,4]dioxin-5-yl)amino)-7-(methylamino)pyrazolo[1,5-a]pyrimidin-3-yl)-3-((1R,2S)-2-fluorocyclopropyl)urea FC=1C=C(C2=C(O[C@H](CO2)CO)C1)NC1=NC=2N(C(=C1)NC)N=CC2NC(=O)N[C@H]2[C@H](C2)F